(E)-3-(7-(diethylamino)-2-oxo-2H-benzopyran-3-yl)-N-(p-tolyl)acrylamide C(C)N(C1=CC2=C(C=C(C(O2)=O)/C=C/C(=O)NC2=CC=C(C=C2)C)C=C1)CC